(R)-N-(4-(7-cyclopropyl-5-((R)-1-methyl-1,2,3,4-tetrahydroisoquinoline-2-carbonyl)-2H-pyrazolo[4,3-b]pyridin-2-yl)-3-fluorophenyl)-3-hydroxypyrrolidine-1-carboxamide C1(CC1)C=1C=2C(N=C(C1)C(=O)N1[C@@H](C3=CC=CC=C3CC1)C)=CN(N2)C2=C(C=C(C=C2)NC(=O)N2C[C@@H](CC2)O)F